3-(aminomethyl)-8-(6-tert-butylpyridin-3-yl)-6-oxo-2H,3H,4H,6H-pyrimido[2,1-b][1,3]thiazine-7-carbonitrile NCC1CN2C(SC1)=NC(=C(C2=O)C#N)C=2C=NC(=CC2)C(C)(C)C